[Na].COC=1C=C(C=C(C1OC)C1=CC=CC=C1)[C@H](CC(=O)O)NC(=O)NC1C(N(C=C(C1=O)C)C)=O (S)-3-(5,6-dimethoxybiphenyl-3-yl)-3-(3-(1,5-dimethyl-4-oxo-2-oxo-1,2-dihydropyridin-3-yl)ureido)propanoic acid sodium